S1CCN2C=CC(C3=CC=CC1=C23)=O 2H-[1,4]thiazino[2,3,4-ij]quinolin-7-one